9-(5-(2-Fluoro-6-methylphenyl)-6-oxo-5,6-dihydro-1H-pyrazolo[4,3-c]pyridazin-3-yl)-5,6-dihydro-1H-oxazolo[4,3-a]isochinolin-3(10bH)-on FC1=C(C(=CC=C1)C)N1N=C2C(=CC1=O)NN=C2C2=CC=C1CCN3C(C1=C2)COC3=O